ethyl 4-bromo-3-cyano-1-ethylpyrrolo[2,3-b]pyridine-6-carboxylate BrC1=C2C(=NC(=C1)C(=O)OCC)N(C=C2C#N)CC